(3,5-di-tert-butyl-4-hydroxyphenyl) (4-nitrophenyl) ketone [N+](=O)([O-])C1=CC=C(C=C1)C(=O)C1=CC(=C(C(=C1)C(C)(C)C)O)C(C)(C)C